(1-isopropyl-6-oxo-1,6-dihydropyridazin-3-yl)boronic acid C(C)(C)N1N=C(C=CC1=O)B(O)O